3-[4-chloro-1-[4-(1,1-difluoroethyl)phenyl]sulfonyl-indazol-3-yl]-2-methyl-cyclobutanone ClC1=C2C(=NN(C2=CC=C1)S(=O)(=O)C1=CC=C(C=C1)C(C)(F)F)C1C(C(C1)=O)C